((3-iodophenyl)amino)-3-azabicyclo[3.1.1]heptane-2,4-dione IC=1C=C(C=CC1)NC12C(NC(C(C1)C2)=O)=O